CC1=NN=C(O1)C1N(C(CC1)=O)C(=O)NC1=CC=CC=C1 2-(5-methyl-1,3,4-oxadiazol-2-yl)-5-oxo-N-phenyl-1-pyrrolidinecarboxamide